N-(1-(2-chloro-4-fluorobenzyl)-2-methyl-6-(6-methyl-7-oxo-6,7-dihydro-1H-pyrrolo[2,3-c]pyridin-4-yl)-1H-benzo[d]imidazol-4-yl)ethanesulfonamide ClC1=C(CN2C(=NC3=C2C=C(C=C3NS(=O)(=O)CC)C=3C2=C(C(N(C3)C)=O)NC=C2)C)C=CC(=C1)F